C(C)C=1C(NC=2C=C(C=NC2C1)CN1C(CC(=CC1([2H])[2H])C=1C(=NC(=CC1)C(=O)NC)C)([2H])[2H])=O 1'-((7-ethyl-6-oxo-5,6-dihydro-1,5-naphthyridin-3-yl)methyl)-N,2-dimethyl-1',2',3',6'-tetrahydro-[3,4'-bipyridine]-2',2',6',6'-d4-6-carboxamide